C(C)(=O)N1CCN(CC1)C1=NC=CC(=N1)N1C=CC2=C(C=CC(=C12)C)F N-(2-(4-acetylpiperazin-1-yl)pyrimidin-4-yl)-4-fluoro-7-methyl-1H-indole